C(C1=CC=CC=C1)(C1=CC=CC=C1)N1C(N(C=2C1=NC=C(C2)Br)CC(CC)=O)=O 3-benzhydryl-6-bromo-1-(2-oxobutyl)-1,3-dihydro-2H-imidazo[4,5-b]pyridin-2-one